(2-methyl-but-3-yne-2-sulfonyl)-cyclopropane CC(C)(C#C)S(=O)(=O)C1CC1